N-(5-((6-((R)-3-(3-cyanophenyl)-isoxazolidine-2-yl)pyrimidine-4-yl)amino)-4-methoxy-2-(4-(4-(oxetane-3-yl)piperazine-1-yl)piperidine-1-yl)phenyl)acrylamide C(#N)C=1C=C(C=CC1)[C@@H]1N(OCC1)C1=CC(=NC=N1)NC=1C(=CC(=C(C1)NC(C=C)=O)N1CCC(CC1)N1CCN(CC1)C1COC1)OC